N1,N1'-((5'-(tert-butyl)-[1,1':3',1''-terphenyl]-4,4''-diyl)bis(methylene))bis(N3-(3-(isobutylamino)propyl)propane-1,3-diamine), hydrochloride salt Cl.C(C)(C)(C)C=1C=C(C=C(C1)C1=CC=C(C=C1)CNCCCNCCCNCC(C)C)C1=CC=C(C=C1)CNCCCNCCCNCC(C)C